S1C(=NC2=C1C=CC=C2)NC2=C(C=C(N=N2)N(C=2SC=C(N2)C(=O)OCC)CCCN2CCOCC2)C ethyl 2-({6-[(1,3-benzothiazol-2-yl) amino]-5-methylpyridazin-3-yl} [3-(morpholin-4-yl) propyl] amino)-1,3-thiazole-4-carboxylate